The molecule is a branched amino trisaccharide consisting of N-acetyl-beta-D-galactosamine having 6-O-sulfo-beta-D-glucopyranosyl and N-acetyl-beta-D-galactosaminyl residues attached at the 3- and 6-positions respectively. It is an oligosaccharide sulfate and an amino trisaccharide. It is a conjugate acid of a N-acetyl-beta-D-galactosaminyl-(1->6)-[6-O-sulfonato-beta-D-glucosyl-(1->3)]-N-acetyl-beta-D-galactosamine. CC(=O)N[C@@H]1[C@H]([C@H]([C@H](O[C@H]1OC[C@@H]2[C@@H]([C@@H]([C@H]([C@@H](O2)O)NC(=O)C)O[C@H]3[C@@H]([C@H]([C@@H]([C@H](O3)COS(=O)(=O)O)O)O)O)O)CO)O)O